C(C)(=O)OCCOC1=C(C=C(C=C1)C1=CC(=NC=2C3=C(NC(CC21)=O)C=CC=C3)C3=CC=CC=C3)OC 2-(2-methoxy-4-(6-oxo-2-phenyl-6,7-dihydro-5H-benzo[b]pyrido[2,3-d]azepin-4-yl)phenoxy)ethyl acetate